O=C1NC(CCC1C1=C(C=C(OCC(=O)OC(C)(C)C)C=C1F)F)=O tert-butyl 2-(4-(2,6-dioxopiperidin-3-yl)-3,5-difluorophenoxy)acetate